8-(Cyclopropylmethyl)-2-((S)-1-(5-(((S)-1,1-dimethyl-2,3-dihydro-1H-inden-2-yl)amino)pyridin-2-yl)-2,2,2-trifluoroethyl)-2,8-diazaspiro[4.5]decan-1-one C1(CC1)CN1CCC2(CCN(C2=O)[C@H](C(F)(F)F)C2=NC=C(C=C2)N[C@@H]2C(C3=CC=CC=C3C2)(C)C)CC1